N,N,N',N'-tetrakis-ethoxymethyl-[1,3,5]triazine-2,4,6-triamine C(C)OCN(C1=NC(=NC(=N1)N(COCC)COCC)N)COCC